P(=S)([S-])([O-])[O-].[Mo+3](=O)=S molybdenum oxide sulfide dithiophosphate